[Cl-].S1(C=2C(OCC3(N1)C[NH2+]CC3)=CNC2)(=O)=O spiro[pyrrolidine-3,3'-pyrrolo[3,4-b][1,4,5]oxathiazepin]-1-ium 1',1'-dioxide chloride